1-[(13Z,16Z)-docosa-13,16-dien-1-yloxy]-N,N-dimethyl-3-(octyl-oxy)propan-2-amine C(CCCCCCCCCCC\C=C/C\C=C/CCCCC)OCC(COCCCCCCCC)N(C)C